1-(4-benzyl-3-oxo-3,4-dihydro-2H-benzo[b][1,4]thiazin-6-yl)-3-(5-(3-(trifluoromethoxy)phenyl)-1H-indol-3-yl)urea C(C1=CC=CC=C1)N1C2=C(SCC1=O)C=CC(=C2)NC(=O)NC2=CNC1=CC=C(C=C21)C2=CC(=CC=C2)OC(F)(F)F